C(C1=CC=CC=C1)C(C(=O)C1=C(C=CC=C1)N1CCOCC1)(CC)N(C)C 2-benzyl-2-dimethylamino-1-(morpholinylphenyl)-butane-1-one